NC=1N=C(C2=C(N1)CCNC2=O)C 2-amino-4-methyl-7,8-dihydropyrido[4,3-d]pyrimidin-5(6H)-one